(S)-2-((s)-2,2-dimethylcyclopropane-1-carbonyl)-6-(thiazole-5-carbonyl)-2,6-diazaspiro[3.4]octane-8-carboxylic acid CC1([C@H](C1)C(=O)N1CC2(C1)CN(C[C@H]2C(=O)O)C(=O)C2=CN=CS2)C